ClC1=NC=C(C(=N1)OC=1N=CC=2CCC3=C(C2C1F)NC1=C3C(NCC1C)=O)COC(F)F 2-((2-chloro-5-((difluoromethoxy)methyl)pyrimidin-4-yl)oxy)-1-fluoro-10-methyl-5,6,8,9,10,11-hexahydro-7H-pyrido[3',4':4,5]pyrrolo[2,3-f]isoquinolin-7-one